1-(2-((2-(3-chloro-2-fluorobenzylamino)-2-oxoethyl)(cyclopropyl)amino)-2-oxoethyl)-5-(1-methylpiperidine-4-carboxamido)-1H-indazole-3-carboxamide ClC=1C(=C(CNC(CN(C(CN2N=C(C3=CC(=CC=C23)NC(=O)C2CCN(CC2)C)C(=O)N)=O)C2CC2)=O)C=CC1)F